CS(=O)(=O)NC=1C=C(C=CC1)NC(=O)C=1SC=C(C1)C1=NC=CC=C1 N-(3-(methylsulfonamido)phenyl)-4-(pyridin-2-yl)thiophene-2-carboxamide